FC1=C(C=C2C3=C(N=CN=C13)N1[C@H](CO2)CN(CC1)C(=O)OC(C)(C)C)C1=C(C=CC=2NC=NC21)F Tert-butyl (8aS)-4-fluoro-5-(5-fluoro-1H-benzimidazol-4-yl)-8a,9,11,12-tetrahydropyrazino[2',1':3,4][1,4]oxazepino[5,6,7-de]quinazoline-10(8H)-carboxylate